(4,4-difluoro-1-piperidinyl)(3-(imidazo[1,2-a]pyridin-7-yl)-6-quinoxalinyl)methanone FC1(CCN(CC1)C(=O)C=1C=C2N=C(C=NC2=CC1)C1=CC=2N(C=C1)C=CN2)F